[Co].[Li].[Cu].[Al] aluminum-copper-lithium-cobalt